NC1=NC=NN2C1=C(C=C2C=2C=C(C(=C(C(=O)N[C@@H]1CN(C[C@@H]1F)C(=O)C1CC(C1)(F)F)C2)Cl)F)C(F)(F)F 5-[4-amino-5-(trifluoromethyl)pyrrolo[2,1-f][1,2,4]triazin-7-yl]-2-chloro-N-[(3R,4S)-1-(3,3-difluorocyclobutanecarbonyl)-4-fluoropyrrolidin-3-yl]-3-fluorobenzamide